Ethoxy(2-fluoroethoxy)methane methyl-(2S)-2-(2-azaspiro[4.5]decane-3-carbonylamino)-3-(5,5-dimethyl-2-oxo-pyrrolidin-3-yl)propanoate COC([C@H](CC1C(NC(C1)(C)C)=O)NC(=O)C1NCC2(C1)CCCCC2)=O.C(C)OCOCCF